phenylformic acid, 2-ethyl ester C1(=CC=CC=C1)C(=O)OCC